5-amino-8-[2-(hydroxymethyl)-6-methyl-4-pyridyl]-2-[(1-methylimidazol-2-yl)methyl]-7-phenyl-[1,2,4]triazolo[4,3-c]pyrimidin-3-one NC1=NC(=C(C=2N1C(N(N2)CC=2N(C=CN2)C)=O)C2=CC(=NC(=C2)C)CO)C2=CC=CC=C2